FC=1C=C(NC(C)C2=CC(=CN3C2=NC(=CC3=O)N3CCOCC3)NC=3OCC(N3)(C)C)C=C(C1)F 9-[1-(3,5-difluoroanilino)ethyl]-7-[(4,4-dimethyl-5H-oxazol-2-yl)amino]-2-morpholino-pyrido[1,2-a]pyrimidin-4-one